F[C@H]1CN(CC1)CC[C@@H](C)[C@H]1CC[C@H]2\C(\CCC[C@]12C)=C\C=C1C[C@H](C[C@@H](C1)O)O (1R,3R)-5-(2-((1R,3aS,7aR,E)-1-((R)-4-((R)-3-fluoropyrrolidin-1-yl)butan-2-yl)-7a-methyl-octahydro-4H-inden-4-ylidene)ethylidene)cyclohexane-1,3-diol